(R)-1-(4-((6-(1-methyl-1H-pyrazol-4-yl)pyrazolo[1,5-a]pyrazin-4-yl)oxy)azepan-1-yl)prop-2-en-1-one CN1N=CC(=C1)C=1N=C(C=2N(C1)N=CC2)O[C@H]2CCN(CCC2)C(C=C)=O